O=C1NC(CCC1N1C(N(C2=C1C=CC(=C2)C2CCN(CC2)C(CN2CCN(CC2)C(=O)OC(C)(C)C)=O)C)=O)=O tert-butyl 4-(2-(4-(1-(2,6-dioxopiperidin-3-yl)-3-methyl-2-oxo-2,3-dihydro-1H-benzo[d]imidazol-5-yl)piperidin-1-yl)-2-oxoethyl)piperazine-1-carboxylate